2-methyl-1,3-dihydrospiro[isoquinoline-4,3'-oxetane] CN1CC2=CC=CC=C2C2(COC2)C1